F[C@H]1CN(C[C@@H]1NC1=NC(=CC=C1)C1=CN=C2N1N=C(C=C2)C=2C=NN1C2C=CC=C1)C(=O)OC(C)(C)C tert-butyl (3S,4S)-3-fluoro-4-[[6-(6-pyrazolo[1,5-a]pyridin-3-ylimidazo[1,2-b]pyridazin-3-yl)-2-pyridyl]amino]pyrrolidine-1-carboxylate